6-chloro-N-[5-(7-fluoro-5-methoxy-1H-benzimidazol-2-yl)-1-methyl-pyrazol-3-yl]pyridine-3-carboxamide ClC1=CC=C(C=N1)C(=O)NC1=NN(C(=C1)C1=NC2=C(N1)C(=CC(=C2)OC)F)C